tert-butyl (R)-2-ethyl-6-methyl-6,7-dihydrothiazolo[5,4-c]pyridine-5(4H)-carboxylate C(C)C=1SC=2CN([C@@H](CC2N1)C)C(=O)OC(C)(C)C